CC(CC1=CC(=C(C(=C1)C)O)C)C1=CC(=C(C(=C1)C)O)C 4,4'-(1-methylethylene)bis[2,6-dimethylphenol]